(1R,4R,7R)-2-{2-[6-(6-aminopyridin-3-yl)-1-(cyclopropylmethyl)-1H-pyrrolo[2,3-b]pyridin-2-yl]-7-methoxy-1-methyl-1H-1,3-benzodiazole-5-carbonyl}-2-azabicyclo[2.2.1]heptan-7-amine NC1=CC=C(C=N1)C1=CC=C2C(=N1)N(C(=C2)C2=NC1=C(N2C)C(=CC(=C1)C(=O)N1[C@@H]2CC[C@H](C1)[C@H]2N)OC)CC2CC2